4-((1-(hydroxymethyl)-2-azabicyclo[4.1.0]heptan-2-yl)methyl)-7-((2-methyl-[1,1'-biphenyl]-3-yl)methoxy)-2,3-dihydro-1H-inden-5-ol OCC12N(CCCC2C1)CC1=C2CCCC2=C(C=C1O)OCC=1C(=C(C=CC1)C1=CC=CC=C1)C